FC(C)(F)C1=NN(C=C1C)CC1CC(C1)F 3-(1,1-difluoroethyl)-1-((3-fluorocyclobutyl)methyl)-4-methyl-1H-pyrazole